decane-4-amine CCCC(CCCCCC)N